(4-hydroxy-3,5-di-tert-butylphenyl) propionate C(CC)(=O)OC1=CC(=C(C(=C1)C(C)(C)C)O)C(C)(C)C